7-(1-hydroxy-7-thiazol-2-yl-3,4-dihydro-2,5,1-benzodioxaborepin-8-yl)cinnolin-4-amine OB1OCCOC2=C1C=C(C(=C2)C=2SC=CN2)C2=CC=C1C(=CN=NC1=C2)N